(E)-N-(3,4-dimethylphenyl)-5-methyl-N'-(5-methyl-1,3,4-thiadiazol-2-yl)-2-(3,4,5-trifluorophenyl)-1,3,4-thiadiazole-3(2H)-carboximidamide CC=1C=C(C=CC1C)N\C(=N/C=1SC(=NN1)C)\N1C(SC(=N1)C)C1=CC(=C(C(=C1)F)F)F